O=S.[Se].[Li] lithium selenium (oxy)sulfide